1-chloro-3,9,9-trimethyl-7-(piperazin-1-ylmethyl)-9,10-dihydroacridine ClC1=CC(=CC=2NC3=CC=C(C=C3C(C12)(C)C)CN1CCNCC1)C